(1R)-2-(pyridin-4-yl)pyrido[3,4-d]pyrimidin-4-amine N1=CC=C(C=C1)C=1N=C(C2=C(N1)C=NC=C2)N